CC=1SC(=CN1)C1=CC2=C(NC(N2)=O)C=C1 5-(2-Methylthiazol-5-yl)-1,3-dihydrobenzimidazol-2-one